ClC=1C=CC(=NC1)N1CCNCC1 1-(5-Chloropyridin-2-yl)piperazine